C(C)(C)C=1C(=CC2=C(N(C(N2)=O)[C@@H]2CN(CCC2)C(C)C)C1)C=1C=C(C=2N(C1)N=CN2)OC (S)-6-Isopropyl-1-(1-isopropylpiperidin-3-yl)-5-(8-methoxy-[1,2,4]triazolo[1,5-a]pyridin-6-yl)-1,3-dihydro-2H-benzo[d]imidazol-2-on